methyl 2-((4-(5-fluoro-4-hydroxypyrimidin-2-yl)cyclohex-3-en-1-yl)methyl)-3-(2-methoxyethyl)-3H-imidazo[4,5-b]pyridine-5-carboxylate FC=1C(=NC(=NC1)C1=CCC(CC1)CC1=NC=2C(=NC(=CC2)C(=O)OC)N1CCOC)O